isopropyl (S)-6-diazo-2-((S)-2-(methylsulfonyl)-4-(methylthio)butanamido)-5-oxohexanoate [N+](=[N-])=CC(CC[C@@H](C(=O)OC(C)C)NC([C@H](CCSC)S(=O)(=O)C)=O)=O